N-(3-((1s,3s)-3-(cyanomethyl)-1-(4-methyl-4H-1,2,4-triazol-3-yl)cyclobutyl)phenyl)-3-methyl-7-vinyl-1H-pyrrolo[3,2-b]pyridine-5-carboxamide C(#N)CC1CC(C1)(C1=NN=CN1C)C=1C=C(C=CC1)NC(=O)C1=CC(=C2C(=N1)C(=CN2)C)C=C